C1(=CC=CC=C1)C=1C=CC=2N(C3=CC=C(C=C3C2C1)C1=CC=CC=C1)C1=C(C=CC=C1)B(O)O (2-(3,6-diphenyl-9H-carbazol-9-yl)phenyl)boronic acid